5-(3-(4-amino-3,5-difluorobenzoyl)indolizin-8-yl)-1-methyl-6-(trifluoromethyl)-1,3-dihydro-2H-benzo[d]imidazol-2-one NC1=C(C=C(C(=O)C2=CC=C3C(=CC=CN23)C2=CC3=C(N(C(N3)=O)C)C=C2C(F)(F)F)C=C1F)F